2-(3-(pyridin-4-ylamino)phenyl)-5-(2,3,5-trimethylpyridin-4-ylamino)isoindolin-1-one N1=CC=C(C=C1)NC=1C=C(C=CC1)N1C(C2=CC=C(C=C2C1)NC1=C(C(=NC=C1C)C)C)=O